N-[(3-chloro-4-fluorophenyl)-(5-methyl-4-methylsulfonyl-1H-imidazol-2-yl)methyl]-6-(difluoromethyl)pyridin-2-amine ClC=1C=C(C=CC1F)C(NC1=NC(=CC=C1)C(F)F)C=1NC(=C(N1)S(=O)(=O)C)C